ethyl 1-[[4-[5-(trifluoromethyl)-1,2,4-oxadiazol-3-yl]phenoxy]methyl]-1H-pyrazole-4-carboxylate FC(C1=NC(=NO1)C1=CC=C(OCN2N=CC(=C2)C(=O)OCC)C=C1)(F)F